C1(CC1)C([C@@H](C(=O)NC1=CC=C(C=C1)C1=C(C=NN1)C)NC(=O)C=1N(N=CC1)C(C)C)C1CC1 N-[(1S)-1-(dicyclopropylmethyl)-2-[4-(4-methyl-1H-pyrazol-5-yl)anilino]-2-oxo-ethyl]-2-isopropyl-pyrazole-3-carboxamide